FC1=C(C=CC(=C1)F)C=1C=NC2=CC(=CC=C2C1C(=O)C1=CC=C(C=C1)OCCN1CC(C1)CF)O [3-(2,4-Difluorophenyl)-7-hydroxyquinolin-4-yl](4-{2-[3-(fluoromethyl)azetidin-1-yl]ethoxy}phenyl)methanone